1-(1-acetyl-2,2,6,6-tetramethylpiperidin-4-yl)-3-dodecylpyrrolidine-2,5-dione C(C)(=O)N1C(CC(CC1(C)C)N1C(C(CC1=O)CCCCCCCCCCCC)=O)(C)C